C(C)NC(=O)N1CCC2(C=3N(CCC2)N=C(C3)C=3C=NC2=CC=CC=C2C3)CC1 N-ethyl-2'-(quinolin-3-yl)-6',7'-dihydro-5'H-spiro[piperidine-4,4'-pyrazolo[1,5-a]pyridine]-1-carboxamide